The molecule is a dicarboxylic acid that is 5,5',6,6'-tetrahydroxy[biphenyl]-3,3'dicarboxylic acid in which one of the hydroxy groups that is meta to a carboxy group has been converted into the corresponding methyl ether. It is a member of hydroxybiphenyls, a carboxybiphenyl, a member of catechols, an aromatic ether and a dicarboxylic acid. It is a conjugate acid of a 5,6,6'-trihydroxy-5'-methoxy[biphenyl]-3,3'-dicarboxylate. COC1=CC(=CC(=C1O)C2=C(C(=CC(=C2)C(=O)O)O)O)C(=O)O